C(=O)(OC(C)(C)C)N1[C@@H]2CNC[C@@H]2C1 (1R,5S)-6-boc-3,6-diazabicyclo[3.2.0]heptane